Ornithine benzoate C(C1=CC=CC=C1)(=O)O.N[C@@H](CCCN)C(=O)O